lambda6-thiane-1,1-dione S1(CCCCC1)(=O)=O